(2Z)-1'-[(4-methylpiperazin-1-yl)methyl]-2,3'-biindole-2',3(1H,1'H)-dione dihydrochloride Cl.Cl.CN1CCN(CC1)CN1C(\C(\C2=CC=CC=C12)=C\1/NC2=CC=CC=C2C1=O)=O